3-Oxo-2,8-diaza-spiro[4.5]decane-8-carboxylic acid [4-methoxy-7-(tetrahydropyran-4-yl)-thiazolo[4,5-c]pyridin-2-yl]-amide COC1=NC=C(C2=C1N=C(S2)NC(=O)N2CCC1(CC(NC1)=O)CC2)C2CCOCC2